(6-vinylpyrazolo[1,5-a]pyridin-3-yl)methanone C(=C)C=1C=CC=2N(C1)N=CC2C=O